[Si](C)(C)(C(C)(C)C)OC(C(=O)N)C(CO[Si](C)(C)C(C)(C)C)(C)C 2,4-bis((tert-butyldimethylsilyl)oxy)-3,3-dimethylbutanamide